2-(p-tolyl)-6-hydroxy-2H-pyran-3(6H)-one C1(=CC=C(C=C1)C1OC(C=CC1=O)O)C